pyridine-2,6-bis(carboximidamide) HCl salt Cl.N1=C(C=CC=C1C(N)=N)C(N)=N